methylene-2,6-di-tert-butyl-2,5-cyclohexadiene-1-one C=C1C=C(C(C(=C1)C(C)(C)C)=O)C(C)(C)C